4-(4-cyclopropyl-1H-benzo[d]imidazol-1-yl)-2,2,8-trimethyl-2H-benzo[e][1,3]oxazine C1(CC1)C1=CC=CC=2N(C=NC21)C2=NC(OC1=C2C=CC=C1C)(C)C